C(CCCC#C)CS(=O)(=O)[O-] hex-5-yn-1-ylmethanesulfonate